(2S,4R)-4-hydroxy-1-[2-(3-methoxyisoxazol-5-yl)-3-methyl-butanoyl]pyrrolidine-2-carboxylic acid O[C@@H]1C[C@H](N(C1)C(C(C(C)C)C1=CC(=NO1)OC)=O)C(=O)O